N-((3-methoxy-4-(prop-2-yn-1-ylamino)phenyl)sulfonyl)acetamide COC=1C=C(C=CC1NCC#C)S(=O)(=O)NC(C)=O